ClC=1C(=NC(=NC1)NC1CCOCC1)C1=CC=C2CN(C(C2=C1)=O)CC(=O)NC(C)C1=C(N=C(S1)C)C 2-(6-{5-chloro-2-[(oxan-4-yl)amino]pyrimidin-4-yl}-1-oxo-2,3-dihydro-1H-isoindol-2-yl)-N-[1-(2,4-dimethyl-1,3-thiazol-5-yl)ethyl]acetamide